2,3,4,5-tetrahydro-1H-benzo[d]azepin-7-amine C1CNCCC2=C1C=CC(=C2)N